FC1(CCN(CCC1)C1=NC2=CC(=CC=C2C=C1)OC)F 2-(4,4-difluoroazepan-1-yl)-7-methoxyquinoline